OC=1C=C(C=C(C1)O)CCC1=CC=C(C=C1)O 3,4',5-trihydroxybibenzyl